diethylene glycol 3-methoxybutyl-acetate COC(CCCC(=O)OCCOCCO)C